N-((7-(5-(difluoromethyl)-1,3,4-oxadiazol-2-yl)imidazo[1,2-a]pyridin-2-yl)methyl)-1-ethyl-N-phenylazetidine-3-carboxamide FC(C1=NN=C(O1)C1=CC=2N(C=C1)C=C(N2)CN(C(=O)C2CN(C2)CC)C2=CC=CC=C2)F